methyl 4-(5-(1-cyanocyclopropane-1-carboxamido) pyridin-2-yl)-1-methyl-1H-1,2,3-triazole-5-carboxylate C(#N)C1(CC1)C(=O)NC=1C=CC(=NC1)C=1N=NN(C1C(=O)OC)C